chlorothiobenzylamine ClSNCC1=CC=CC=C1